3-(3-methyl-5-(1-(oxetan-3-yl)-4-(pyrrolidin-1-ylmethyl)-1H-pyrrolo[2,3-b]pyridin-6-yl)-1-oxoisoindolin-2-yl)piperidine-2,6-dione CC1N(C(C2=CC=C(C=C12)C1=CC(=C2C(=N1)N(C=C2)C2COC2)CN2CCCC2)=O)C2C(NC(CC2)=O)=O